COC(=O)C1(CC2=CC=CC=C2C1)C(=O)OC 1,3-dihydro-2H-indene-2,2-dicarboxylic acid dimethyl ester